6-hydroxybicyclo[2.2.2]octan-2-One OC1CC2CC(C1CC2)=O